2-(aminomethyl)-5-ethynylphenol NCC1=C(C=C(C=C1)C#C)O